(R)-3-fluoro-N-methyl-N-(1-(1-oxo-1,2-dihydroisoquinolin-4-yl)ethyl)-4-(trifluoromethyl)benzamide FC=1C=C(C(=O)N([C@H](C)C2=CNC(C3=CC=CC=C23)=O)C)C=CC1C(F)(F)F